O=C1N(CCC(N1)=O)N1C(C2=CC=C(C=C2C1=O)CN1CCN(CC1)CC1=C(CCCC1)C1=CC=C(C=C1)F)=O 2-(2,4-dioxotetrahydropyrimidin-1(2H)-yl)-5-((4-((4'-fluoro-3,4,5,6-tetrahydro-[1,1'-biphenyl]-2-yl)methyl)piperazin-1-yl)methyl)isoindoline-1,3-dione